1,3-dibutoxy-2-propanol acetate C(C)(=O)OC(COCCCC)COCCCC